(2S)-N-(7-ethoxy-1,3-benzothiazol-2-yl)-2-hydroxy-3-[[7-(5-methyl-1,2,4-oxadiazol-3-yl)-1-isoquinolyl]amino]propanamide C(C)OC1=CC=CC=2N=C(SC21)NC([C@H](CNC2=NC=CC1=CC=C(C=C21)C2=NOC(=N2)C)O)=O